(S)-4-amino-N-((4-ethyl-8-fluoro-4-hydroxy-9-methoxy-3,14-dioxo-3,4,12,14-tetrahydro-1H-pyrano[3',4':6,7]indolizino[1,2-b]quinolin-11-yl)methyl)benzenesulfonamide NC1=CC=C(C=C1)S(=O)(=O)NCC1=C2C(=NC=3C=C(C(=CC13)OC)F)C1=CC3=C(C(N1C2)=O)COC([C@]3(O)CC)=O